C(#N)C=1C(=NC(=NC1)NC1=C(C=C(C=C1)N1CCN(CC1)CC)NC(C=C)=O)NC1=C(C=C(C=C1)S(=O)(=O)C)OC(C)C N-(2-((5-cyano-4-((2-isopropoxy-4-(methylsulfonyl)phenyl)amino)pyrimidin-2-yl)amino)-5-(4-ethylpiperazin-1-yl)phenyl)acrylamide